tert-butyl ((3S,3aR,6R,6aS)-6-((2-aminoacetamido)methoxy)hexahydrofuro-[3,2-b]furan-3-yl)carbamate NCC(=O)NCO[C@@H]1CO[C@H]2[C@@H]1OC[C@@H]2NC(OC(C)(C)C)=O